O=CCCCCCCCC1=C(C(=NO1)C1=CC=CC=C1)C1=CC=C(C=C1)S(=O)(=O)N 4-[5-(8-oxooctyl)-3-phenyl-1,2-oxazol-4-yl]Benzenesulfonamide